BrC1=NC(=NC(=C1N)C1=C(C(=CC=C1C)OC)C)C1=CC=NC=C1 4-bromo-6-(3-methoxy-2,6-dimethylphenyl)-2-(pyridin-4-yl)pyrimidin-5-amine